tert-butyl 4-chloro-11-methyl-2,3,7,10-tetrazatricyclo[7.4.0.02,6]trideca-1(9),3,5,7-tetraene-10-carboxylate ClC1=NN2C=3CCC(N(C3C=NC2=C1)C(=O)OC(C)(C)C)C